3-(4-(((5-(2,4-dichlorophenyl)-1,3,4-thiadiazol-2-yl)thio)methyl)phenyl)benzo[4,5]-Thiazole ClC1=C(C=CC(=C1)Cl)C1=NN=C(S1)SCC1=CC=C(C=C1)C=1C2=C(SN1)C=CC=C2